(4S)-4-amino-4-(5-benzyl-1,3,4-oxadiazole-2-yl)butanamide N[C@@H](CCC(=O)N)C=1OC(=NN1)CC1=CC=CC=C1